6-(tert-butylthio)-3-hydrazineyl-7-methoxyimidazo[1,2-a]pyridine dihydrochloride Cl.Cl.C(C)(C)(C)SC=1C(=CC=2N(C1)C(=CN2)NN)OC